NC1CC2CCC(C1)N2C(=O)C2=CC(=C(S2)C2=CC=C1C=NNC1=C2)C2=CC(=C(C#N)C=C2)F 4-(5-(3-amino-8-azabicyclo[3.2.1]octane-8-carbonyl)-2-(1H-indazol-6-yl)thiophen-3-yl)-2-fluoro-benzonitrile